C1(CC1)C=1C=NC2=CC=C(C=C2N1)C(C)N1C[C@@H](N(C[C@H]1C)C(=O)O)C (2S,5R)-4-(1-(3-Cyclopropylquinoxalin-6-yl)ethyl)-2,5-dimethylpiperazine-1-carboxylic acid